2-(dodecylthiocarbonylthio)-2-methylpropionic acid methyl ester COC(C(C)(C)SC(=S)CCCCCCCCCCCC)=O